CN(C1=CC=C(C=C1)\N=N\C1=CC=CC=C1)C N,N-Dimethyl-4-[(E)-phenyldiazenyl]-anilin